(1S,2S,3S,4R)-3-[(1S)-1-acetamido-2-ethyl-butyl]-4-(diaminomethylideneamino)-2-hydroxycyclopentane-1-carboxylic acid C(C)(=O)N[C@@H](C(CC)CC)[C@@H]1[C@@H]([C@H](C[C@H]1N=C(N)N)C(=O)O)O